COC(CCCOC1=CC=C(C=C1)OC1CCC(CC1)N)=O 4-(4-(((1r,4r)-4-aminocyclohexyl)oxy)phenoxy)butyric acid methyl ester